(6-((4-chlorophenyl)sulfonyl)-2-(1-(cyclopropylmethyl)-1H-indol-2-yl)-5,6-dihydro-4H-imidazo[1,5,4-de]quinoxalin-8-yl)methanone ClC1=CC=C(C=C1)S(=O)(=O)N1CCN2C=3C(=CC(=CC13)C=O)N=C2C=2N(C1=CC=CC=C1C2)CC2CC2